N1(CCNCC1)C1=CC=C2C[C@H](COC2=C1)NC(=O)C=1C=NN2C1C=CC=C2 (R)-N-(7-(piperazin-1-yl)chroman-3-yl)pyrazolo[1,5-a]pyridine-3-carboxamide